BrC=1N=C(C(=NC1)N)OCC1=CC(=NC=C1)C#CC=1C=NC=CC1 5-bromo-3-((2-(pyridin-3-ylethynyl)pyridin-4-yl)methoxy)pyrazin-2-amine